2-[4-(7,9-Difluoro-1,4,4-trimethyl-5H-[1,2,4]triazolo[4,3-a]quinoxalin-8-yl)-1H-indazol-1-yl]-ethanol FC=1C=C2NC(C=3N(C2=C(C1C1=C2C=NN(C2=CC=C1)CCO)F)C(=NN3)C)(C)C